N1(CCCC1)C(C)=O pyrrolidin-1-ylethan-1-one